CC(CCO)CC(=CC)C 3,5-dimethylhept-5-en-1-ol